N,N,N',N'-Tetrakis(2-hydroxypropyl)-2,2,4-Trimethylhexamethylendiamin OC(CN(CC(CC(CCN(CC(C)O)CC(C)O)C)(C)C)CC(C)O)C